C(C)(=O)OC1=C(OC(=C1O)C1=CC=C(C=C1)Cl)NC(C1=CC=CC=C1)=O N-(3-acetoxy-4-hydroxy-5-(4-chlorophenyl)-2-furanyl)benzamide